C(C1=CC=CC=C1)N([C@@H]1CN(C[C@H]1O)C(=O)OC(C)(C)C)CC1=CC=CC=C1 tertbutyl (3R,4R)-3-(dibenzylamino)-4-hydroxypyrrolidine-1-carboxylate